CC/C=C\\C/C=C\\C[C@@H](/C=C/C=C\\C/C=C\\CCCC(=O)O)O The molecule is a 12-HEPE that consists of (5Z,8Z,10E,14Z,17Z)-icosapentaenoic acid in which the 12-hydroxy group has S-configuration. It has a role as a human xenobiotic metabolite, a mouse metabolite and a rat metabolite.